(9Z,12Z)-octadeca-9,12-dien-1-yl oleate (9Z,12Z)-octadeca-9,12-dien-1-yl-oleate C(CCCCCCC\C=C/C\C=C/CCCCC)OC(CCCCCCC\C=C/CCCCCCCC)=O.C(CCCCCCC\C=C/CCCCCCCC)(=O)OCCCCCCCC\C=C/C\C=C/CCCCC